CO[C@@H]1C[C@H](C1)NC1=NN2C(C=N1)=C(C=C2)C=2C=NC=1N(C2)C(=CN1)C N-(trans-3-methoxycyclobutyl)-5-(3-methylimidazo[1,2-a]pyrimidin-6-yl)pyrrolo[2,1-f][1,2,4]triazin-2-amine